N1C=C(C2=CC=CC=C12)C=1C=C(NC1)C(=NN)C1=CC(=C(C(=C1)OC)OC)OC [4-(1H-indol-3-yl)-1H-pyrrol-2-yl](3,4,5-trimethoxyphenyl)methanone hydrazone